4-[2-(2-fluorophenoxymethyl)phenyl]piperidine FC1=C(OCC2=C(C=CC=C2)C2CCNCC2)C=CC=C1